COC(=O)C1=CNC(=CC1)C 6-methyl-1,4-dihydropyridine-3-carboxylic acid methyl ester